Ethyl (2-((S)-1-(2,3-difluorobenzyl)-5-oxopyrrolidin-2-yl)acetyl)-L-valinate FC1=C(CN2[C@@H](CCC2=O)CC(=O)N[C@@H](C(C)C)C(=O)OCC)C=CC=C1F